lactose 6-phosphate P(=O)(O)(O)OC[C@@H]1[C@H]([C@@H]([C@H](C(O)O1)O)O)O[C@H]1[C@H](O)[C@@H](O)[C@@H](O)[C@H](O1)CO